(S)-2-methyl-7-((2-methyl-1-(pyridin-2-yl)propyl)amino)-6-(6-(4-methylpiperazin-1-yl)-1H-benzo[d]imidazol-2-yl)-2H-pyrazolo[4,3-b]pyridin-5(4H)-one CN1N=C2C(NC(C(=C2N[C@@H](C(C)C)C2=NC=CC=C2)C2=NC3=C(N2)C=C(C=C3)N3CCN(CC3)C)=O)=C1